C(CCCCCCC)OC1=CC(=C(C(=O)C2=CC=CC=C2)C=C1)O 4-octyloxy-2-hydroxybenzophenone